1-(5-bromo-3-ethylthio-2-pyridyl)ethanone BrC=1C=C(C(=NC1)C(C)=O)SCC